7-(3-(tert-butoxycarbonyl)phenyl)quinoline-4-carboxylic acid C(C)(C)(C)OC(=O)C=1C=C(C=CC1)C1=CC=C2C(=CC=NC2=C1)C(=O)O